ClC1=NC(=CC(=C1)C1N(CC(OC1)(C)C)C(C=C)=O)C1=NC(=NC=C1)C 1-(5-(2-chloro-6-(2-methylpyrimidin-4-yl)pyridin-4-yl)-2,2-dimethylmorpholino)prop-2-en-1-one